tert-Butyl N-{5-(3-fluorophenyl)-6-[4-(trifluoromethyl)phenoxy]pyridine-3-carbonyl}-D-alaninate FC=1C=C(C=CC1)C=1C=C(C=NC1OC1=CC=C(C=C1)C(F)(F)F)C(=O)N[C@H](C)C(=O)OC(C)(C)C